C(N)(O[C@H](C(=O)N1[C@@H]([C@H]2C([C@H]2C1)(C)C)C(N[C@H](C(=O)N)C[C@H]1C(NCC1)=O)=O)[C@@H](C)OC(C)(C)C)=O ((2S,3R)-1-((1R,2S,5S)-2-(((S)-1-amino-1-oxo-3-((S)-2-oxopyrrolidin-3-yl) propan-2-yl) carbamoyl)-6,6-dimethyl-3-azabicyclo[3.1.0]hex-3-yl)-3-(tert-butoxy)-1-oxobutan-2-yl) carbamate